(6z,9z,28z,31z)-hepttrienoic acid C(C=CC=CC=C)(=O)O